CN1CC(CCC1)C[N+]1=NOC(=C1)[N-]C(NC1=CC(=CC(=C1)C(F)(F)F)NC(CC1=CC=CC=C1)=O)=O (3-((1-Methylpiperidin-3-yl)methyl)-1,2,3-oxadiazol-3-ium-5-yl)((3-(2-phenylacetamido)-5-(trifluoromethyl)phenyl)carbamoyl)amide